C1(OC(C2=C3C(C=CC=C13)=CC=C2)=O)=O benzo[de]isochroman-1,3-dione